2-{3-[6-(diethylamino)-3-azabicyclo[3.1.0]hex-3-yl]-1,2,4-triazin-6-yl}-5-(1H-pyrazol-4-yl)phenol C(C)N(C1C2CN(CC12)C=1N=NC(=CN1)C1=C(C=C(C=C1)C=1C=NNC1)O)CC